Cl.N1(CCCCC1)C=1SC=2C(=NC(=C(C2)NC(=O)C=2N=C(OC2)C=2C(=NC=CC2)C)N2CCCCC2)N1 N-(2,5-di(piperidin-1-yl)thiazolo[4,5-b]pyridin-6-yl)-2-(2-methylpyridin-3-yl)oxazole-4-carboxamide hydrochloride